fluoro-3-(5-fluoro-4-((tetrahydrofuran-3-yl)oxy)pyrimidin-2-yl)-1-(2-fluorobenzyl)-1H-pyrazolo[3,4-b]pyridine FC1=C2C(=NC=C1)N(N=C2C2=NC=C(C(=N2)OC2COCC2)F)CC2=C(C=CC=C2)F